C(C)(C)(C)OC(=O)N(C(OC(C)(C)C)=O)C1=CC=C(C=C1)C#N tert-butyl (tert-butoxycarbonyl)(4-cyanophenyl)carbamate